7-amino-2-((3,5-dichlorophenyl)amino)quinazoline-4(3H)-One NC1=CC=C2C(NC(=NC2=C1)NC1=CC(=CC(=C1)Cl)Cl)=O